((1R)-3-methyl-1-(3-(quinolin-2-yl)-4,5-dihydroisoxazole-5-carboxamido)butyl)boronic acid CC(C[C@H](NC(=O)C1CC(=NO1)C1=NC2=CC=CC=C2C=C1)B(O)O)C